C1(CCCC1)S(=O)(=O)N(C1=CC=2OC(C(=CC2S1)C(=O)O)=O)C 2-(Cyclopentanesulfonyl-methyl-amino)-5-oxo-5H-thieno[3,2-b]pyran-6-carboxylic acid